C(C1=CC=CC=C1)OC(=O)NC1CCN(CC1)C(=O)OCCCC butyl 4-(((benzyloxy)carbonyl)amino)piperidine-1-carboxylate